Cl.NC1=NC(=NC2=C(C(=C(C=C12)OC)OC)F)N1CCN(CC1)C(C[C@H]1N[C@H]2CCCC[C@H]2C1)=O 1-(4-(4-amino-8-fluoro-6,7-dimethoxyquinazolin-2-yl)piperazin-1-yl)-2-((2S,3aS,7aS)-octahydro-1H-indol-2-yl)ethan-1-one hydrochloride